N-(4-(4-amino-1-phenyl-1H-pyrazolo[3,4-d]pyrimidin-3-yl)phenyl)-4-methylbenzenesulfonamide NC1=C2C(=NC=N1)N(N=C2C2=CC=C(C=C2)NS(=O)(=O)C2=CC=C(C=C2)C)C2=CC=CC=C2